C(#N)C=1C(=NC(=NC1)NC1=C(C=C(C=C1)N1CCN(CC1)CC)C(C(=O)N)=C)C1=CC=CC=C1 (2-((5-cyano-4-phenylpyrimidin-2-yl)amino)-5-(4-ethylpiperazin-1-yl)phenyl)acrylamide